[K].NO hydroxylamine potassium salt